C1(CC1)C(=O)N1CCN(CC1)C(=O)C=1C=NC2=CC=C(C=C2C1N1CCC2(CC1)CCCCC2)F (4-(cyclopropanecarbonyl)piperazin-1-yl)(6-fluoro-4-(3-azaspiro[5.5]undecan-3-yl)quinolin-3-yl)methanone